Cl.N[C@H](CC(=O)OCC)C Ethyl (S)-3-aminobutyrate hydrochloride